3-(7-chloro-1H-indol-4-yl)-2-(2,6-diethylphenyl)-5-(3-fluoro-5-(trifluoromethyl)pyridin-2-yl)-4,5,6,7-tetrahydro-2H-pyrazolo[4,3-c]pyridine ClC=1C=CC(=C2C=CNC12)C=1N(N=C2C1CN(CC2)C2=NC=C(C=C2F)C(F)(F)F)C2=C(C=CC=C2CC)CC